O1C=CC1 (S)-oxetine